C(C)(CC)C(C(=O)[O-])(C(=O)[O-])CCC.[Li+].[Li+] lithium 2-(sec-butyl)-2-propylmalonate